NC(CCCN1C(C2=C(C(=C(C=C2C=C1)Br)F)F)=O)(C)[2H] 2-(4-amino-4-deutero-pentyl)-6-bromo-7,8-difluoro-isoquinolin-1-one